2,2'-((((2,2'-dimethyl-[1,1'-biphenyl]-3,3'-diyl)bis(oxy))bis(propane-3,1-diyl))bis(azanediyl))bis(ethan-1-ol) CC1=C(C=CC=C1OCCCNCCO)C1=C(C(=CC=C1)OCCCNCCO)C